5-hexadecyloxazol-2(3H)-one C(CCCCCCCCCCCCCCC)C1=CNC(O1)=O